C1(=CC=CC(=C1)B1OC(C)(C)C(C)(C)O1)C=1C(=CC=CC1)C1=CC=CC=C1 terphenyl-5-boronic acid pinacol ester